(S)-4-fluoro-1'-methyl-6-(5-methyl-1,4,5,6-tetrahydropyridin-2-yl)-3H-spiro[benzofuran-2,4'-piperidine] FC1=CC(=CC2=C1CC1(CCN(CC1)C)O2)C=2NC[C@H](CC2)C